COC(NC1=NC=C(C=C1)C1=CN=C2N1N=C(C=C2)C(N(C)C2=CC=C(C=C2)F)=O)=O.C(CCCCCCCCCC(C)C)S(=O)(=O)O isotridecyl-sulfonate methyl-N-[5-[6-[(4-fluorophenyl)-methyl-carbamoyl]imidazo[1,2-b]pyridazin-3-yl]-2-pyridyl]carbamate